ClC1=CC2=C(CCO2)C=C1NC1=NC=C2N(C(N(C2=N1)[C@@H]1C[C@H](C1)O)=O)C 2-((6-chloro-2,3-dihydrobenzofuran-5-yl)amino)-9-(trans-3-hydroxycyclobutyl)-7-methyl-7,9-dihydro-8H-purin-8-one